3,3'-Nonamethylenebis(5-methylsulfanyl-1,2,4-triazole) CSC1=NC(=NN1)CCCCCCCCCC1=NNC(=N1)SC